(E)-3-fluoro-2-[(2-methyl-1,2,3,4-tetrahydroquinolin-6-yl)oxymethyl]Propan-2-en-1-amine F/C=C(\CN)/COC=1C=C2CCC(NC2=CC1)C